N-(3,5-difluoro-4-((1S,3S)-7-fluoro-3-methyl-2-(2,2,2-trifluoroethyl)-2,3,4,9-tetrahydro-1H-pyrido[3,4-b]indol-1-yl)phenyl)-1-(3-fluoropropyl)azetidin-3-amine FC=1C=C(C=C(C1[C@@H]1N([C@H](CC2=C1NC1=CC(=CC=C21)F)C)CC(F)(F)F)F)NC2CN(C2)CCCF